C(C)(C)(C)OC(=O)N1[C@H](C=C(C=C1)F)C(=O)O (2R,4S)-1-(tert-butoxycarbonyl)-4-fluoropyridine-2-carboxylic acid